N1=CC(=CC=C1)CCC(=O)Cl 3-(Pyridin-3-yl)propionyl chloride